D(+)-Glucosamine Hydrochloride C([C@H]([C@H]([C@@H]([C@H](C=O)N)O)O)O)O.Cl